C(=O)(ON1C(CCC1=O)=O)C(O)C(O)C(=O)ON1C(CCC1=O)=O disuccinimidyl tartrate